(isopentyl)(dimethylphenyl)quinoline C(CC(C)C)C=1C(=NC2=CC=CC=C2C1)C1=C(C(=CC=C1)C)C